(S)-N-(3-Chloro-2,4-difluorophenyl)-N-methyl-3-(6-methyl-4-(trifluoromethyl)pyridin-2-yl)-2-oxooxazolidine-4-carboxamide ClC=1C(=C(C=CC1F)N(C(=O)[C@H]1N(C(OC1)=O)C1=NC(=CC(=C1)C(F)(F)F)C)C)F